1,3,5-triphenylethynylbenzene C1(=CC=CC=C1)C#CC1=CC(=CC(=C1)C1=CC=CC=C1)C1=CC=CC=C1